5-Cyclopropyl-6-(3-methylimidazo[4,5-c]pyridin-7-yl)-3-[[6-[(3R)-3-methylmorpholin-4-yl]-3-pyridyl]amino]pyrazin-2-carboxamid C1(CC1)C=1N=C(C(=NC1C=1C2=C(C=NC1)N(C=N2)C)C(=O)N)NC=2C=NC(=CC2)N2[C@@H](COCC2)C